(E)-3-(6-aminopyridin-3-yl)-N-((5-(5-(4,4-difluoropiperidine-1-carbonyl)pyridin-2-yl)-7-methoxybenzofuran-2-yl)methyl)acrylamide NC1=CC=C(C=N1)/C=C/C(=O)NCC=1OC2=C(C1)C=C(C=C2OC)C2=NC=C(C=C2)C(=O)N2CCC(CC2)(F)F